O=C1OCCN1[C@H]1C(=NN(C1)C(=O)N[C@H](C)C1=CC(=C(C=C1)OC)OC)C1=CC=C(C=C1)C (R)-4-(2-oxooxazolidin-3-yl)-3-(4-methylphenyl)-N-((R)-1-(3,4-dimethoxyphenyl)ethyl)-4,5-dihydro-1H-pyrazole-1-carboxamide